C(CCC)N1SC2=C(C1=O)C=CC=C2 2-butyl-1,2-benzisothiazol-3(2H)-one